C(C)(C)[C@H]1C2(COC(OC2)C2=NC=CC=C2)C[C@@H](CC1)C ((7s,10r)-7-isopropyl-10-methyl-2,4-dioxaspiro[5.5]undecan-3-yl)pyridine